CC1(CC1)C1=CC=C2C(=CC=NC2=C1)C(=O)NCC(=O)OC(C)(C)C tert-Butyl (7-(1-methylcyclopropyl)quinoline-4-carbonyl)glycinate